(-)-1-(benzo[d]thiazol-2-yl)-3-[(3S*,4R*)-4-(2,6-difluoro-4-methoxyphenyl)-2-oxopyrrolidin-3-yl]urea S1C(=NC2=C1C=CC=C2)NC(=O)N[C@@H]2C(NC[C@H]2C2=C(C=C(C=C2F)OC)F)=O |o1:13,17|